FC1=C(C(=O)N[C@H](C(=O)O)CC2=C3C=CC=NC3=C(C=C2)C=2C(N(C(=CC2C(F)(F)F)C)C)=O)C(=CC(=C1)N[C@@H](C(F)(F)F)CC)F (S)-2-(2,6-difluoro-4-(((R)-1,1,1-trifluorobutan-2-yl)amino)benzamido)-3-(8-(1,6-dimethyl-2-oxo-4-(trifluoromethyl)-1,2-dihydropyridin-3-yl)quinolin-5-yl)propanoic acid